3-(7-chloro-8-fluoro-2-(((2R,7aS)-2-fluorotetrahydro-1H-pyrrolizin-7a(5H)-yl)methoxy)pyrido[4,3-d]pyrimidin-4-yl)-8-azabicyclo[3.2.1]octane-8-carboxylate ClC1=C(C=2N=C(N=C(C2C=N1)C1CC2CCC(C1)N2C(=O)[O-])OC[C@]21CCCN1C[C@@H](C2)F)F